7-(3-(4,5-difluoro-2-methylphenyl)-7,8-dihydro-1,6-naphthyridin-6(5H)-yl)-8-methyl-4H-pyrimido[1,2-b]pyridazin-4-one FC1=CC(=C(C=C1F)C=1C=NC=2CCN(CC2C1)C=1C(=CC=2N(N1)C(C=CN2)=O)C)C